tert-butyl (2R,4R)-2-(amino(phenyl)methyl)-4-hydroxypyrrolidine-1-carboxylate NC([C@@H]1N(C[C@@H](C1)O)C(=O)OC(C)(C)C)C1=CC=CC=C1